(R)-1-((pentafluorophenyl)sulfonyl)pyrrolidine-3-carbonyl chloride FC1=C(C(=C(C(=C1S(=O)(=O)N1C[C@@H](CC1)C(=O)Cl)F)F)F)F